2-(3-iodophenyl)-1,7-naphthyridin-8-amine IC=1C=C(C=CC1)C1=NC2=C(N=CC=C2C=C1)N